C(C)(C)(C)N(CC(=O)[O-])C1=NC2=C(C(=CC=C2C(=C1)Cl)Cl)Cl tert-butyl(4,7,8-trichloroquinolin-2-yl)glycinate